N-{4-[2-(2,6-dichlorophenyl)acetamido]pyridin-2-yl}-N-[3-(trifluoromethyl)phenyl]acetamide ClC1=C(C(=CC=C1)Cl)CC(=O)NC1=CC(=NC=C1)N(C(C)=O)C1=CC(=CC=C1)C(F)(F)F